CO[C@@H](C(=O)OC([C@@H](C)OC)=O)C (R)-2-methoxypropionic anhydride